Cl.N1[C@@H](CCC1)C(=O)OC (S)-methyl pyrrolidine-2-carboxylate hydrochloride